2-(1-(tert-butoxycarbonyl)azetidin-3-yl)-5-methyl-1H-indole-6-carboxylic acid C(C)(C)(C)OC(=O)N1CC(C1)C=1NC2=CC(=C(C=C2C1)C)C(=O)O